m-phenoxy-p-fluorobenzaldehyde C1=CC=C(C=C1)OC2=C(C=CC(=C2)C=O)F